FC(C1=C2CN(C(C2=CC(=C1)C1=CC=C(C=C1)[C@@H]1[C@H](CN(CC1)CC)F)=O)[C@@H](C(=O)NC=1SC=CN1)C1=C2N(C=N1)CCC2)F |&1:27| (2RS)-2-[4-(Difluoromethyl)-6-[4-[(3R,4R)-1-ethyl-3-fluoro-4-piperidyl]phenyl]-1-oxo-isoindolin-2-yl]-2-(6,7-dihydro-5H-pyrrolo[1,2-c]imidazol-1-yl)-N-thiazol-2-yl-acetamide